S(SC1=C(C=CC2=CC=CC=C12)O)C1=C(C=CC2=CC=CC=C12)O 1,1'-Disulfanediylbis(2-naphthol)